3-hydroxy-3-hydroxypropylether OC(CCOCCC(O)O)O